O=C1NN(NC2=C1C=CC=C2)O oxo-2-hydroxydihydrobenzotriazine